FC(C(=O)[O-])(F)F.O=C(NCC[NH3+])COCCOCCNC(COCCOCCNC(CCCC(OCC)=O)=O)=O 4,13,22,26-tetraoxo-6,9,15,18,27-pentaoxa-3,12,21-triazanonacosan-1-aminium 2,2,2-trifluoroacetate